N=S(=O)CC1=CC=C(C=C1)OCC1=CC=NC2=CC(=CC=C12)OC imino({4-[(7-methoxyquinolin-4-yl)methoxy]phenyl})methyl-λ6-sulfanone